6-(2-amino-5-(3-((dimethylamino)methyl)-4-(1,1-dioxidothiomorpholino)phenyl)-6-fluoropyridin-3-yl)-3,4-dihydroisoquinolin-1(2H)-one NC1=NC(=C(C=C1C=1C=C2CCNC(C2=CC1)=O)C1=CC(=C(C=C1)N1CCS(CC1)(=O)=O)CN(C)C)F